BrC1=CC=C(CN2C(=NC3=C2C=C2C(=C3)OCCO2)N)C=C1 1-(4-bromobenzyl)-6,7-dihydro-1H-[1,4]dioxino[2',3':4,5]benzo[1,2-d]imidazol-2-amine